ClC1=CC=2[C@@](C3=CC=CC=C3C2C=C1)(C(=O)N1[C@H]2CC([C@@H]([C@H]1C(=O)N[C@H](C[C@@H]1C(NCCC1)=O)C#N)CC2)(F)F)O (1R,3S,4R)-2-((S)-2-chloro-9-hydroxy-9H-fluorene-9-carbonyl)-N-((R)-1-cyano-2-((R)-2-oxopiperidin-3-yl)ethyl)-5,5-difluoro-2-azabicyclo[2.2.2]octane-3-carboxamide